COC(C1=C(C(=C(C(=C1)CN(OC)C(CO)=O)F)F)NC1=C(C=C(C=C1)I)F)=O 3,4-difluoro-2-(2-fluoro-4-iodoanilino)-5-[[(2-hydroxyacetyl)-methoxyamino]methyl]benzoic acid methyl ester